OC1=C(C=C(C=C1OC)/C=C/C(=O)O[C@@H]1[C@@]2(CC[C@H](C1)C2(C)C)C)OC (1R,2S,4R)-1,7,7-trimethylbicyclo[2.2.1]heptan-2-yl (E)-3-(4-hydroxy-3,5-dimethoxy phenyl)acrylate